4-(1-acetylpiperidin-3-yl)-6-(morpholine-4-carbonyl)quinoline-2-carbaldehyde C(C)(=O)N1CC(CCC1)C1=CC(=NC2=CC=C(C=C12)C(=O)N1CCOCC1)C=O